CN(C)CC1=C(C=C(C=C1)NC(C(=C)F)=O)N1N=C(C=2C1=NC=CC2)C2=CC=C(C=C2)C(F)(F)F N-(4-((dimethylamino)methyl)-3-(3-(4-(trifluoromethyl)phenyl)-1H-pyrazolo[3,4-b]pyridin-1-yl)phenyl)-2-fluoroacrylamide